(3-bromopropyl)-1-n-octylbenzene BrCCCC1=C(C=CC=C1)CCCCCCCC